1-(4-(2-(2,6-dimethylpyridin-4-yl)-3-isopropyl-1H-indol-5-yl)piperidin-1-yl)-3-hydroxypropan-1-one CC1=NC(=CC(=C1)C=1NC2=CC=C(C=C2C1C(C)C)C1CCN(CC1)C(CCO)=O)C